CN1N=C(C=C1C(C)=O)C 1-(1,3-dimethyl-1H-pyrazol-5-yl)ethanone